5-iodo-1-(4-methoxybenzyl)-1H-pyrazolo[3,4-b]pyridin-4-ol IC1=C(C2=C(N=C1)N(N=C2)CC2=CC=C(C=C2)OC)O